N-[5-(6-chloro-2,2-difluoro-1,3-benzodioxol-5-yl)pyrazin-2-yl]-2-fluoro-6-methylbenzamide ClC=1C(=CC2=C(OC(O2)(F)F)C1)C=1N=CC(=NC1)NC(C1=C(C=CC=C1C)F)=O